Ethyl 2-(((2-oxooxazolidin-4-yl)methoxy)methyl)-6-(trifluoromethyl)nicotinate O=C1OCC(N1)COCC1=C(C(=O)OCC)C=CC(=N1)C(F)(F)F